BrC1=CC=C2CN(C(C2=C1)=O)CCC1OCCC1 6-bromo-2-[2-(oxacyclopent-2-yl)ethyl]-2,3-dihydro-1H-isoindol-1-one